4-(3-(6-methylpyridin-2-yl)-1H-pyrazol-4-yl)quinoline isobutyl-(4-cyclopropyl-3-(3,3-difluorocyclobutyl)-1-methyl-1H-pyrazol-5-yl)carbamate C(C(C)C)N(C(O)=O)C1=C(C(=NN1C)C1CC(C1)(F)F)C1CC1.CC1=CC=CC(=N1)C1=NNC=C1C1=CC=NC2=CC=CC=C12